2-((3aR,5r,6aS)-5-hydroxy-5-(2-methylbenzyl)hexahydro-cyclopenta[c]pyrrol-2(1H)-yl)-1-(4-hydroxyphenyl)ethanone OC1(C[C@@H]2[C@@H](CN(C2)CC(=O)C2=CC=C(C=C2)O)C1)CC1=C(C=CC=C1)C